Dimethyl-bis(pyrrolidin-1-yl)silane C[Si](N1CCCC1)(N1CCCC1)C